C(C)C=1C=CC2=C(OCCN2S(=O)(=O)C=2C=CC(=C(CO)C2)OCC2CCOCC2)N1 5-((6-ethyl-2,3-dihydro-1H-pyrido[2,3-b][1,4]oxazin-1-yl)sulfonyl)-2-((tetrahydro-2H-pyran-4-yl)methoxy)benzyl Alcohol